NC1=C(C=CC(=N1)C=1C=C2C=CN(C(C2=CC1F)=O)CCC[C@H](COC(F)F)NC=1C=NNC(C1C(F)(F)F)=O)Cl (R)-6-(6-amino-5-chloropyridin-2-yl)-2-(5-(difluoromethoxy)-4-((6-oxo-5-(trifluoromethyl)-1,6-dihydropyridazin-4-yl)amino)pentyl)-7-fluoroisoquinolin-1(2H)-one